O=C1N2CC3CC2(C(=C1)[O-])C3.[K+] potassium 5-oxo-2,3-dihydro-1H,5H-2,7a-methanopyrrolizin-7-olate